N[C@@H](C(C)C)C(=O)N valin amide